3,4-dichlorophenyl 3-deoxy-3-[4-(2-hydroxythiazol-4-yl)-1H-1,2,3-triazol-1-yl]-2-O-methyl-1-thio-alpha-D-galactopyranoside OC=1SC=C(N1)C=1N=NN(C1)[C@@H]1[C@H]([C@@H](SC2=CC(=C(C=C2)Cl)Cl)O[C@@H]([C@@H]1O)CO)OC